N-(5-cyclopentylpyrimidin-2-yl)-2-[(1-methyl-1H-tetrazol-5-yl)sulfanyl]-5-[(trifluoromethyl)sulfonyl]benzamide C1(CCCC1)C=1C=NC(=NC1)NC(C1=C(C=CC(=C1)S(=O)(=O)C(F)(F)F)SC1=NN=NN1C)=O